N-(5-(8-(2-(dimethylamino)ethoxy)-4-methyl-quinazolin-6-yl)-2-methoxypyridin-3-yl)-2,4-difluorobenzenesulfonamide CN(CCOC=1C=C(C=C2C(=NC=NC12)C)C=1C=C(C(=NC1)OC)NS(=O)(=O)C1=C(C=C(C=C1)F)F)C